C(C1=CC=CC=C1)C1CCN(CC1)CCCNS(=O)(=O)C1=NC=C(C=C1)OCCCC N-(3-(4-benzylpiperidin-1-yl)propyl)-5-butoxypyridine-2-sulfonamide